The molecule is a glycosyloxyflavone that is myricetin in which the hydroxy group at position 3 has been converted to the corresponding O-beta-D-glucosyl-(1->2)-beta-D-glucoside. Identified in PMID 29667287 Fig. S17, peak 8. It is a glycosyloxyflavone and a sophoroside. It derives from a myricetin 3-O-beta-D-glucopyranoside. It is a conjugate acid of a myricetin 3-O-beta-D-glucosyl-(1->2)-beta-D-glucoside(1-). C1=C(C=C(C(=C1O)O)O)C2=C(C(=O)C3=C(C=C(C=C3O2)O)O)O[C@H]4[C@@H]([C@H]([C@@H]([C@H](O4)CO)O)O)O[C@H]5[C@@H]([C@H]([C@@H]([C@H](O5)CO)O)O)O